8-{6-[N-(2-methoxyethyl)[6-fluoro-3-pyridinyl]carbonylamino]-3-pyridinyl}-1-[3-(2-oxo-1-pyrrolidinyl)propyl]-3-propylxanthine COCCN(C1=CC=C(C=N1)C1=NC=2N(C(N(C(C2N1)=O)CCCN1C(CCC1)=O)=O)CCC)C(=O)C=1C=NC(=CC1)F